[N+](=O)([O-])C1=CC=C(C=C1)N1CCC(CC1)N1CCC2(CCN(CC2)C(=O)OC(C)(C)C)CC1 tert-butyl 9-[1-(4-nitrophenyl)-4-piperidyl]-3,9-diazaspiro[5.5]undecane-3-carboxylate